N-((4-(isopropylamino)tetrahydro-2H-pyran-4-yl)methyl)benzamide C(C)(C)NC1(CCOCC1)CNC(C1=CC=CC=C1)=O